OCCS(=O)(=O)NC1=CC(=C(C(=O)NC2=NC(=CC(=C2)C)N2C[C@H](OCC2)C)C=C1)N1CCC2(CC2)CC1 (R)-4-((2-Hydroxyethyl)sulfonamido)-N-(4-methyl-6-(2-methylmorpholino)pyridin-2-yl)-2-(6-azaspiro[2.5]octan-6-yl)benzamide